N-(5-cyano-6-(2H-1,2,3-triazol-2-yl)pyridin-3-yl)-1-(3-cyanopyridin-4-yl)-5-(trisFluoromethyl)-1H-pyrazole-4-carboxamide C(#N)C=1C=C(C=NC1N1N=CC=N1)NC(=O)C=1C=NN(C1C(F)(F)F)C1=C(C=NC=C1)C#N